6-Bromo-4-fluoro-pyrazolo-[1,5-a]-pyridine BrC=1C=C(C=2N(C1)N=CC2)F